6-amino-2-(3,5-dichloro-4-((5-(1-cyclopropylethyl)-6-hydroxypyridin-3-yl)oxy)phenyl)-1,2,4-triazine-3,5(2h,4h)-dione NC=1C(NC(N(N1)C1=CC(=C(C(=C1)Cl)OC=1C=NC(=C(C1)C(C)C1CC1)O)Cl)=O)=O